dioxan-diol O1C(COCC1)(O)O